FC(C1=CC=C(C=C1)N1N=C(C=2C1=NC=C(C2)NC(C=C)=O)C)F N-(1-(4-(difluoromethyl)phenyl)-3-methyl-1H-pyrazolo[3,4-b]pyridin-5-yl)acrylamide